(6aR,7aR)-4-(1,6-dimethyl-1H-indazol-7-yl)-2-((5S)-5-(hydroxymethyl)-2-(2-propenoyl)-2,6-diazaspiro[3.4]octan-6-yl)-6,6a,7,7a-tetrahydro-5H-cyclopropa[h]quinoline-3-carbonitrile CN1N=CC2=CC=C(C(=C12)C1=C(C(=NC=2[C@H]3[C@H](CCC12)C3)N3[C@@H](C1(CN(C1)C(C=C)=O)CC3)CO)C#N)C